BrC=1C=CC(=NC1)CNC(=O)C1NCCN(C1)C=1C=2C(N=CN1)=NN(C2)C2=CC=C(C=C2)C N-((5-bromopyridin-2-yl)methyl)-4-(2-(p-tolyl)-2H-pyrazolo[3,4-d]pyrimidin-4-yl)piperazine-2-carboxamide